(R)-8-(5-((2,3-dichlorophenyl)thio)-6-iodopyrazin-2-yl)-8-azaspiro[4.5]decan-1-amine ClC1=C(C=CC=C1Cl)SC=1N=CC(=NC1I)N1CCC2(CCC[C@H]2N)CC1